2-(4-methoxyphenyl)-7-azaindole COC1=CC=C(C=C1)C=1NC2=NC=CC=C2C1